3-hydroxy-8-tosylquinazoline-2,4(1H,3H)-dione ON1C(NC2=C(C=CC=C2C1=O)S(=O)(=O)C1=CC=C(C)C=C1)=O